2,2'-dihydroxybiphenyl-diamine OC1(C(=CC=CC1N)C1=C(C=CC=C1)O)N